tert-Butyl (3-cyano-7-fluoro-4-(5-fluoro-3-((3S,4S)-3-hydroxy-4-(4-methylpiperazin-1-yl)pyrrolidin-1-yl)-7,9-dihydrofuro[3,4-f]quinazolin-6-yl)thieno[3,2-c]pyridin-2-yl)carbamate C(#N)C1=C(SC2=C1C(=NC=C2F)C=2C1=C(C=3C=NC(=NC3C2F)N2C[C@@H]([C@H](C2)N2CCN(CC2)C)O)COC1)NC(OC(C)(C)C)=O